D-beta-hydroxypropionate OCCC(=O)[O-]